C(#N)C=1C=CC(=C(C1)NS(=O)(=O)C=1C=C(C(=O)O)C=CC1C#C)N1CCCCC1 3-(N-(5-cyano-2-(piperidin-1-yl)phenyl)sulfamoyl)-4-ethynylbenzoic acid